FC=1C=C(C=CC1F)C1=C(C=CC=C1OC)C1=NC2=C(N1[C@@H]1CC[C@H](CC1)OC)C=CC(=C2)C=2C(=NOC2C)C 4-(2-(3',4'-difluoro-6-methoxy-[1,1'-biphenyl]-2-yl)-1-((trans)-4-methoxycyclohexyl)-1H-benzo[d]imidazol-5-yl)-3,5-dimethylisoxazole